1-(((3-Butyl-2-methyl-7-(methylthio)-1,1-dioxido-5-phenyl-2,3,4,5-tetrahydro-1,2,5-benzothiadiazepin-8-yl)oxy)methyl)cyclopropan C(CCC)C1N(S(C2=C(N(C1)C1=CC=CC=C1)C=C(C(=C2)OCC2CC2)SC)(=O)=O)C